C(C)(C)C=1C(=NN(C1C=1C=C(C=2N(C1)N=CN2)C)C)C(=O)NC2CCN(CC2)C(C)C 4-isopropyl-N-(1-isopropylpiperidin-4-yl)-1-methyl-5-(8-methyl-[1,2,4]triazolo[1,5-a]pyridin-6-yl)-1H-pyrazole-3-carboxamide